(2S)-1-(((1S,3R,5S)-3-(2-(2-(((2S,3R,4R,5R)-2,3,4,5,6-pentahydroxyhexyl)amino)ethoxy)ethoxy)adamantan-1-yl)glycyl)pyrrolidine-2-carbonitrile O[C@@H](CNCCOCCOC12CC3(CC(C[C@H](C1)C3)C2)NCC(=O)N2[C@@H](CCC2)C#N)[C@H]([C@@H]([C@@H](CO)O)O)O